N-{[5-chloro-6-(5-methyl-3-isoxazolyl)-2-indolyl]methyl}acetamide ClC=1C=C2C=C(NC2=CC1C1=NOC(=C1)C)CNC(C)=O